2,2-dimethoxy-N-(thiophen-2-ylmethyl)ethan-1-amine COC(CNCC=1SC=CC1)OC